C(#N)C1(COC1)NS(=O)(=O)C=1C=C2C(N(C(N(C2=CC1)CC1=C(N=C(S1)C)C)=O)CC1=CN=C(S1)C)=O N-(3-cyanooxetan-3-yl)-1-((2,4-dimethylthiazol-5-yl)methyl)-3-((2-methylthiazol-5-yl)methyl)-2,4-dioxo-1,2,3,4-tetrahydroquinazolin-6-sulfonamide